6-(cyclopropanecarboxamido)-4-((2-(methoxy-d3)-3-(5-methyl-1,2,4-oxadiazol-3-yl)phenyl)Amino)-N-methylpyridazine-3-carboxamide C1(CC1)C(=O)NC1=CC(=C(N=N1)C(=O)NC)NC1=C(C(=CC=C1)C1=NOC(=N1)C)OC([2H])([2H])[2H]